Bis(morpholinothio-carbonyl)disulfide O1CCN(CC1)SC(=O)SSC(=O)SN1CCOCC1